4-(4-(2-azabicyclo[5.1.0]octan-2-yl)-8-fluoro-2-(((2R,7aS)-2-fluorotetrahydro-1H-pyrrolizin-7a(5H)-yl)methoxy)pyrido[4,3-d]pyrimidin-7-yl)-5-ethynyl-6-fluoronaphthalen-2-ol C12N(CCCCC2C1)C=1C2=C(N=C(N1)OC[C@]13CCCN3C[C@@H](C1)F)C(=C(N=C2)C2=CC(=CC1=CC=C(C(=C21)C#C)F)O)F